COC(=O)C1CCN(CC1)CC1=CC=C(C=C1)N1C(=NN=C1O)C1=C(C=C(C(=C1)C(C)C)O)O Methyl-1-(4-(3-(2,4-dihydroxy-5-isopropylphenyl)-5-hydroxy-4H-1,2,4-triazol-4-yl)benzyl)piperidine-4-carboxylate